Lactoyl-methyl-silanol C(C(O)C)(=O)[SiH](O)C